1-allyl-3-(2,5-dichlorophenyl)thiourea C(C=C)NC(=S)NC1=C(C=CC(=C1)Cl)Cl